4-(5-cyano-2-methoxyphenyl)-N-(5-(2-methoxyethoxy)thiazolo[5,4-b]pyridin-2-yl)-6-methylnicotinamide C(#N)C=1C=CC(=C(C1)C1=CC(=NC=C1C(=O)NC=1SC2=NC(=CC=C2N1)OCCOC)C)OC